COCC(=O)OC1CC(CCC1C(C)C)C 3-menthyl methoxyacetate